5-(2-(4-cyanophenoxy)ethyl)-1H-indol C(#N)C1=CC=C(OCCC=2C=C3C=CNC3=CC2)C=C1